4-bromo-1-(4-(4-chloro-3-(morpholine-4-carbonyl)phenyl)-5-(isopropylsulfanyl)thiazol-2-yl)-3-methyl-1H-pyrazole-5-carboxylic acid methyl ester COC(=O)C1=C(C(=NN1C=1SC(=C(N1)C1=CC(=C(C=C1)Cl)C(=O)N1CCOCC1)SC(C)C)C)Br